FC1=C(C=CC=C1F)N1CCC2=C1N=C(N=C2NC)NC21CC(C2)(C1)N1C=NC(=C1)C 7-(2,3-difluorophenyl)-N4-methyl-N2-[3-(4-methylimidazol-1-yl)-1-bicyclo[1.1.1]pentanyl]-5,6-dihydropyrrolo[2,3-d]pyrimidine-2,4-diamine